6-(4-(1-(4-cyclopropylphenyl)-3,3-dimethyl-2,3-dihydro-1H-pyrrolo[3,2-b]pyridine-5-carbonyl)-3,3-dimethylpiperazin-1-yl)-2,4-dimethylnicotinic acid C1(CC1)C1=CC=C(C=C1)N1CC(C2=NC(=CC=C21)C(=O)N2C(CN(CC2)C2=NC(=C(C(=O)O)C(=C2)C)C)(C)C)(C)C